1-(4-{[(tert-butyloxycarbonyl)amino]methyl}phenyl)-3-oxo-5,8,11-trioxa-2-azatridecan-13-oic acid C(C)(C)(C)OC(=O)NCC1=CC=C(C=C1)CNC(COCCOCCOCC(=O)O)=O